trans-N-[8-chloro-7-fluoro-6-(4-methylpyridin-3-yl)isoquinolin-3-yl]-2-[1-(oxazolidin-2-yl)-1H-pyrazol-5-yl]cyclopropane-1-carboxamide ClC=1C(=C(C=C2C=C(N=CC12)NC(=O)[C@H]1[C@@H](C1)C1=CC=NN1C1OCCN1)C=1C=NC=CC1C)F